COC[C@H]1N2CC(C[C@]2(CC1)CO)=C ((5S,7aR)-5-(methoxymethyl)-2-methylenetetrahydro-1H-pyrrolizin-7a(5H)-yl)methanol